NC1=NC=NC2=C1C1=C(CCCN3C1=CC=1C=CC(=CC31)C(=O)OC)N2C(C)C methyl 1-amino-5-isopropyl-5,6,7,8-tetrahydropyrimido[5'',4'':4',5']pyrrolo[3',2':3,4]azepino[1,2-a]indole-11-carboxylate